COC1=NC(=NN2C1=C(C=C2)C=2C=CC1=C(N(N=N1)C)C2)NC2CCC(CC2)(O)C (1s,4s)-4-((4-methoxy-5-(1-methyl-1H-benzo[d][1,2,3]triazol-6-yl)pyrrolo[2,1-f][1,2,4]triazin-2-yl)amino)-1-methylcyclohexan-1-ol